(R)-6-bromo-4-((1-(3-(difluoromethyl)-2-fluorophenyl)ethyl)amino)-2-methylpyrido[2,3-d]pyrimidin-7(8H)-one BrC1=CC2=C(N=C(N=C2N[C@H](C)C2=C(C(=CC=C2)C(F)F)F)C)NC1=O